rac-4-(4,4-difluorocyclohexyl)-N-{(1R,6S)-2,2-difluoro-6-[4-(propan-2-yl)piperazin-1-yl]cyclohexyl}-4-methylpiperidine-1-carboxamide FC1(CCC(CC1)C1(CCN(CC1)C(=O)N[C@H]1C(CCC[C@@H]1N1CCN(CC1)C(C)C)(F)F)C)F |r|